2-(3-(2-acetyl-6-(4-methyl-4H-1,2,4-triazol-3-yl)-2-azaspiro[3.3]heptan-6-yl)phenyl)-6-(((1-methylcyclobutyl)amino)methyl)-4-(trifluoromethyl)isoindolin-1-one C(C)(=O)N1CC2(C1)CC(C2)(C2=NN=CN2C)C=2C=C(C=CC2)N2C(C1=CC(=CC(=C1C2)C(F)(F)F)CNC2(CCC2)C)=O